CC=1C=C(C=CC1)C1=CC=C(C=C1)NC(C[C@H]1C[C@H](N(C1)C=1C2=C(N=C(N1)C)C1=C(O2)C=CC=C1)C(=O)O)=O (2S,4R)-4-(2-((3'-methyl-[1,1'-biphenyl]-4-yl)amino)-2-oxoethyl)-1-(2-methylbenzofuro[3,2-d]pyrimidin-4-yl)pyrrolidine-2-carboxylic acid